2-(5-fluoro-2-pyridinyl)-6,6-dimethyl-3-(2-methylpyrazolo[3,4-b]pyridin-4-yl)-4,7-dihydropyrazolo[5,1-c][1,4]oxazine FC=1C=CC(=NC1)C1=NN2C(COC(C2)(C)C)=C1C=1C=2C(N=CC1)=NN(C2)C